ClC1=NC=C2C=C(C(=NC2=C1)N)C1=C(C(=CC(=C1Cl)OC)OC)Cl 7-chloro-3-(2,6-dichloro-3,5-dimethoxyphenyl)-1,6-naphthyridin-2-amine